2-bromo-4H,5H,6H-cyclopenta[d][1,3]thiazole BrC=1SC2=C(N1)CCC2